BrCC1(COC(OC1)=O)CBr 5,5-bis(bromomethyl)-1,3-dioxan-2-one